(3S,4R)-3-((tert-butyldimethylsilyl)oxy)-1-(5-(trifluoromethyl)pyrimidin-2-yl)piperidin-4-amine [Si](C)(C)(C(C)(C)C)O[C@H]1CN(CC[C@H]1N)C1=NC=C(C=N1)C(F)(F)F